(2-(2-(difluoromethoxy)-7-methylquinoxalin-5-yl)-4-methyl-7,8-dihydro-[1,4]dioxino[2',3':3,4]benzo[1,2-d]thiazol-7-yl)methanol FC(OC1=NC2=CC(=CC(=C2N=C1)C=1SC2=C(N1)C(=CC1=C2OCC(O1)CO)C)C)F